4,4'-thiobis(6-tertiary butyl-2-methylphenol) S(C1=CC(=C(C(=C1)C(C)(C)C)O)C)C1=CC(=C(C(=C1)C(C)(C)C)O)C